ethyl 2-bromo-7-oxo-4,7-dihydropyrazolo[1,5-a]pyrimidine-6-carboxylate BrC1=NN2C(NC=C(C2=O)C(=O)OCC)=C1